tert-butyl 4-((2-amino-4-chloropyridin-3-yl)ethynyl)piperidine-1-carboxylate NC1=NC=CC(=C1C#CC1CCN(CC1)C(=O)OC(C)(C)C)Cl